O([N+](=O)[O-])CCCO[N+](=O)[O-] 1,3-bisnitroxypropane